NC1C2CCC(C1)C2 (+-)-endo-2-aminonorbornane